P(=O)([O-])([O-])[O-].S(O)(O)=O.[Na+].[Na+].[Na+] trisodium bisulphite phosphate